CN1C(=C(C=C1C)C)C(=O)OCC Ethyl 1,3,5-trimethyl-1H-pyrrole-2-carboxylate